1,14-dichloro-7-tetradecene ClCCCCCCC=CCCCCCCCl